N-(2,4-difluorobenzyl)-4-(3-(pyridin-4-ylmethyl)ureido)benzenesulfonamide FC1=C(CNS(=O)(=O)C2=CC=C(C=C2)NC(=O)NCC2=CC=NC=C2)C=CC(=C1)F